(6aR,8R)-8-((1H-pyrazol-4-yl)oxy)-2-(3,5-difluoro-2-methoxy-phenyl)-5,6,6a,7,8,9-hexahydropyrrolo[1',2':4,5]pyrazino[2,3-c]pyridazine N1N=CC(=C1)O[C@@H]1C[C@H]2N(C=3C(=NN=C(C3)C3=C(C(=CC(=C3)F)F)OC)NC2)C1